5-(3-acetyl-1-(2-((2S,4R)-2-((6-bromopyridin-2-yl)carbamoyl)-4-fluoropyrrolidin-1-yl)-2-oxoethyl)-1H-indazol-5-yl)pyrimidine-2-carboxylic acid methyl ester COC(=O)C1=NC=C(C=N1)C=1C=C2C(=NN(C2=CC1)CC(=O)N1[C@@H](C[C@H](C1)F)C(NC1=NC(=CC=C1)Br)=O)C(C)=O